(2-methyl-4-(2',3',4',5'-tetrahydro-[1,1'-biphenyl]-4-yl)-1H-benzo[d]imidazol-1-yl)methylbenzonitrile CC1=NC2=C(N1CC1=C(C#N)C=CC=C1)C=CC=C2C2=CC=C(C=C2)C=2CCCCC2